tri-tert-butyl (10S,14S)-1-[5-(aminomethyl)pyridin-2-yl]-1,4,12-trioxo-3-[(quinolin-2-yl)methyl]-2,5,11,13-tetraazahexadecane-10,14,16-tricarboxylate NCC=1C=CC(=NC1)C(NC(C(NCCCC[C@H](NC(N[C@@H](CCC(=O)OC(C)(C)C)C(=O)OC(C)(C)C)=O)C(=O)OC(C)(C)C)=O)CC1=NC2=CC=CC=C2C=C1)=O